COC1=CC=C(C(=N1)C(F)(F)F)C1CCCC1O 6-methoxy-5-(trifluoromethylpyridin-3-yl)cyclopentan-1-ol